(7aS,10R)-N,N-diethyl-2,3-difluoro-8-methyl-7a,8,9,10-tetrahydro-7H-indolo[7,1-fg][1,7]naphthyridine-10-carboxamide C(C)N(C(=O)[C@H]1CN([C@@H]2CN3C4=C(C2=C1)C=C(C(=C4C=C3)F)F)C)CC